ClC=1C=C(C=C(C1)C=NC1=CC=C(C=C1)CN(CC)CC)O 3-chloro-5-((4-((di-ethylamino)methyl)phenylimino)methyl)phenol